[4-[(3-methoxy-7-morpholino-1,6-naphthyridin-5-yl)oxy]cyclohexyl]carbamate COC=1C=NC2=CC(=NC(=C2C1)OC1CCC(CC1)NC([O-])=O)N1CCOCC1